NC1=C(C=2C(=NC=C(C2S1)F)C1=C2C(=C3C=CC(=NC3=C1Cl)N1C[C@H]([C@@H](C1)O)N(C)C)COC2)C#N 2-Amino-4-(5-chloro-7-((3R,4R)-3-(dimethylamino)-4-hydroxypyrrolidin-1-yl)-1,3-dihydrofuro[3,4-f]quinolin-4-yl)-7-fluorothieno[3,2-c]pyridine-3-carbonitrile